R-2-((3,4-bis(benzyloxy)phenoxy)methyl)oxirane C(C1=CC=CC=C1)OC=1C=C(OC[C@@H]2OC2)C=CC1OCC1=CC=CC=C1